ClC=1C=NC(=NC1)N1CCC(CC1)CCCOC1=CC(=C(C=C1)CC(=O)N1CC(CC1)(C(=O)NCC(CO)(CO)CO)COC)F 1-[2-[4-[3-[1-(5-chloropyrimidin-2-yl)-4-piperidyl]propoxy]-2-fluoro-phenyl]acetyl]-N-[3-hydroxy-2,2-bis(hydroxymethyl)propyl]-3-(methoxymethyl)pyrrolidine-3-carboxamide